FC=1C=2N(C=C(C1)C1=CNC=3N=C(N=C(C31)OC)NC3C[C@@H]1[C@@H](CN(C1)C(C)=O)C3)C=CN2 1-((3aR,5r,6aS)-5-((5-(8-fluoroimidazo[1,2-a]pyridin-6-yl)-4-methoxy-7H-pyrrolo[2,3-d]pyrimidin-2-yl)amino)hexahydrocyclopenta[c]pyrrol-2(1H)-yl)ethan-1-one